(E)-4-(3-(3-(4-chloro-2-(methoxy-d3)phenyl)-1-hydroxyallyl-3-d)-2-hydroxyphenyl)piperidine-1-Carboxylate ClC1=CC(=C(C=C1)/C(=C/C(O)C=1C(=C(C=CC1)C1CCN(CC1)C(=O)[O-])O)/[2H])OC([2H])([2H])[2H]